C(C(C)C)[C@H]1N[C@@H](CC2=C1NC1=CC(=CC=C21)OC)C(=O)OC methyl (1R,3S)-1-isobutyl-7-methoxy-2,3,4,9-tetrahydro-1H-pyrido[3,4-b]indole-3-carboxylate